[2-(chloromethyl)-3-(trifluoromethyl)-phenyl]ammonium ClCC1=C(C=CC=C1C(F)(F)F)[NH3+]